2-chloro-8-methyl-8-(1H-pyrazol-3-yl)-7,8-dihydro-6H-cyclopenta[e]pyrazolo[1,5-a]pyrimidine-6-carboxylic acid methyl ester COC(=O)C1CC(C2=C1C=NC=1N2N=C(C1)Cl)(C1=NNC=C1)C